[Pd].C(C1=CC=CC=C1)=CC(=O)C=CC1=CC=CC=C1.C(C1=CC=CC=C1)=CC(=O)C=CC1=CC=CC=C1 bis(dibenzylideneacetone) palladium(0)